C1(CC1)S(=O)(=O)NC1=CC(=NC=C1)CNC(C1=CC=C(C=C1)C1=NC(=CN=C1)N1CC(C1)OC)=O N-[(4-cyclopropanesulfonamidopyridin-2-yl)methyl]-4-[6-(3-methoxyazetidin-1-yl)pyrazin-2-yl]benzamide